FC=1C=CC(=C(C1)B(O)O)OC1COCC1 [5-FLUORO-2-(OXOLAN-3-YLOXY)PHENYL]BORANEDIOL